COC=1C=C(CNCCC2=C(C=C(C(=C2)OC)Cl)OC)C=C(C1OC)OC N-(3,4,5-trimethoxybenzyl)-1-(2,5-dimethoxy-4-chlorophenyl)-2-aminoethane